methyl 5-bromo-2-((1-methoxy-1-oxopropan-2-yl)oxy)benzoate BrC=1C=CC(=C(C(=O)OC)C1)OC(C(=O)OC)C